C(C=C)(=O)N1CC(N(CC1)C=1C2=C(N(C(N1)=O)C=1C(=NC=CC1C)C(C)C)N=C(C(=C2)C#N)C2=CC=CC1=CC=CC(=C21)C)C 4-(4-acryloyl-2-methylpiperazin-1-yl)-1-(2-isopropyl-4-methylpyridin-3-yl)-7-(8-methylnaphthalen-1-yl)-2-oxo-1,2-dihydropyrido[2,3-d]pyrimidine-6-carbonitrile